COC1=CC=C(CN2C(N(CC2)C(F)(F)F)=O)C=C1 1-(4-methoxybenzyl)-3-(trifluoromethyl)imidazolidin-2-one